N-(4-(2-(((1r,4r)-4-(dimethylamino)cyclohexyl)amino)-8-isopropyl-7-oxo-7,8-dihydropteridin-6-yl)-2-fluorophenyl)-2,2-difluorobutane-1-sulfonamide CN(C1CCC(CC1)NC1=NC=2N(C(C(=NC2C=N1)C1=CC(=C(C=C1)NS(=O)(=O)CC(CC)(F)F)F)=O)C(C)C)C